(+)-trans-6-[3-[4-(2,4-Difluorophenyl)phenyl]azetidine-1-carbonyl]-4,4a,5,7,8,8a-hexahydropyrido[4,3-b][1,4]oxazin-3-one FC1=C(C=CC(=C1)F)C1=CC=C(C=C1)C1CN(C1)C(=O)N1C[C@@H]2[C@H](OCC(N2)=O)CC1